[5-cyclopropyl-3-[2-fluoro-6-(propan-2-yl)phenyl]-1,2-oxazol-4-yl]methanol C1(CC1)C1=C(C(=NO1)C1=C(C=CC=C1C(C)C)F)CO